ClC=1C(=NC=C(C1)C(F)(F)F)CCN1N=C2N([C@@H](CCC2)C(=O)O)C1=O (5S)-2-{2-[3-chloro-5-(trifluoromethyl)pyridin-2-yl]ethyl}-3-oxo-2,3,5,6,7,8-hexahydro[1,2,4]triazolo[4,3-a]pyridine-5-carboxylic acid